7-AMINO-2-CYCLOPROPYL-PYRAZOLO[1,5-A]PYRIMIDINE-6-CARBALDEHYDE NC1=C(C=NC=2N1N=C(C2)C2CC2)C=O